NC=1C=CC(=NC1)N[C@@H]1C[C@@H](N(C2=CC=CC=C12)CCC)C |o1:8,10| 1-((2S*,4R*)-4-((5-aminopyridin-2-yl)amino)-2-methyl-3,4-dihydroquinolin-1(2H)-yl)propan